3-(2-(azetidin-1-yl)ethyl)-7-fluoro-4-methoxy-1-((2-(trimethylsilyl)ethoxy)methyl)-1H-indazole N1(CCC1)CCC1=NN(C2=C(C=CC(=C12)OC)F)COCC[Si](C)(C)C